FC1=C(C=C(C(=O)OC)C=C1)CNC(CN1N=C(C=2C(=CC=CC12)C1=C(C=C2C=NN(C2=C1)C)F)C1CCNCC1)=O methyl 4-fluoro-3-({2-[5'-fluoro-1'-methyl-3-(piperidin-4-yl)-[4,6'-biindazol]-1-yl]acetamido}methyl)benzoate